BrC=1C(=CC(=C2C=NN(C12)C1OCCCC1)N1CCN(CC1)C(=O)OC(C)(C)C)F tert-butyl 4-(7-bromo-6-fluoro-1-tetrahydropyran-2-yl-indazol-4-yl)piperazine-1-carboxylate